CN1CC2=CC(=CC(=C2CC1)C)C=1N=C2C(=NC1)NC=C2C2=CC(=C(C=C2)C(=O)N2CC(C2)O)C (4-(2-(2,5-dimethyl-1,2,3,4-tetrahydroisoquinolin-7-yl)-5H-pyrrolo[2,3-b]pyrazin-7-yl)-2-methylphenyl)(3-hydroxyazetidin-1-yl)methanone